[Au].[Ce].[Cu].CCCCCCCCCCCCCCCCCC(=O)CCCCCCCCCCCCCCCCC stearone copper-cerium-gold